4-[4-[3-Fluoro-4-(5-hydroxypyridin-3-yl)benzoyl]piperazin-1-yl]-N-methylsulfonylbenzamide FC=1C=C(C(=O)N2CCN(CC2)C2=CC=C(C(=O)NS(=O)(=O)C)C=C2)C=CC1C=1C=NC=C(C1)O